(3-chloro-7-methoxy-4-quinolinyl)-(2,3,5,6-tetradeutero-4-fluoro-phenyl)methanone ClC=1C=NC2=CC(=CC=C2C1C(=O)C1=C(C(=C(C(=C1[2H])[2H])F)[2H])[2H])OC